3-(2-cyano-5-isobutyl-phenyl)pyrrolidine-1-carboxylic acid tert-butyl ester C(C)(C)(C)OC(=O)N1CC(CC1)C1=C(C=CC(=C1)CC(C)C)C#N